C(C)C1=CC(=NN(C1=O)CC1=CC=C(C=C1)OC)C1CN(CCC1)C(=O)OC(C)(C)C tert-butyl 3-(5-ethyl-1-(4-methoxybenzyl)-6-oxo-1,6-dihydropyridazin-3-yl)piperidine-1-carboxylate